C(C1=CC=CC=C1)N1C[C@H]([C@@H](C1)C=1C(=NC=CC1)OC)C#N |r| rac-(3s,4r)-1-benzyl-4-(2-methoxypyridin-3-yl)pyrrolidine-3-carbonitrile